C(C\C=C/CCCCC)OC(CCCCCC(=O)O)=O (Z)-7-(non-3-en-1-yloxy)-7-oxoheptanoic acid